OCCC/C=C/CC1N(C2=NC=CC=C2C=C1)C(=O)OC1=CC=CC=C1 phenyl (E)-2-(6-hydroxyhex-2-en-1-yl)-1,8-naphthyridine-1(2H)-carboxylate